C(C1=CC=CC=C1)OC(C=1C(O)=CC(=CC1)C(C)C)=O 4-Isopropylsalicylic acid benzyl ester